C(C)(C)(C)C1=C(C(=CC(=C1)CO)[N+](=O)[O-])O 2-(tert-butyl)-4-(hydroxymethyl)-6-nitrophenol